NC1=C(C=C(C=C1)C1=CC=C(C=C1)C)NC(C1=CC=C(C=C1)S1(NC(CC1)C)=O)=O N-[2-amino-5-(p-tolyl)phenyl]-4-(3-methyl-1-oxo-4,5-dihydro-3H-isothiazol-1-yl)benzamide